C(C)(C)(C)OC(=O)N1[C@H](CC[C@@H](C1)OC(C1=CC=CC=C1)=O)CC1=CC=C(C=C1)Cl.ClC1=NC=CC2=CC=C(C=C12)C1=NOC(=N1)C 1-Chloro-7-(5-methyl-1,2,4-oxadiazol-3-yl)isoquinoline tert-butyl-(2R,5S)-5-(benzoyloxy)-2-(4-chlorobenzyl)piperidine-1-carboxylate